6-(2,4-dimethoxypyrimidin-5-yl)-3-fluoro-8-((1s,2r)-2-isopropylcyclopropyl)imidazo[1,2-B]pyridazine COC1=NC=C(C(=N1)OC)C=1C=C(C=2N(N1)C(=CN2)F)[C@@H]2[C@H](C2)C(C)C